C(CCCCCCCCC)C(CC1=CC=C(S1)C=1SC2=C(N1)C(=C1C(N=C(S1)C=1SC(=CC1)CC(CCCCCCCCCCCC)CCCCCCCCCC)=C2C=2SC=CC2)C=2SC=CC2)CCCCCCCCCCCC 2,6-bis[5-(2-decyltetradecyl)thiophene-2-yl]-4,8-dithiophene-2-yl-benzo[1,2-d:4,5-d']bisthiazole